[2-(6,7-dimethoxyquinazolin-4-yl)-2-azaspiro[3.3]heptan-6-yl]methyl methanesulfonate CS(=O)(=O)OCC1CC2(CN(C2)C2=NC=NC3=CC(=C(C=C23)OC)OC)C1